CN(S(=O)(=O)C=1N=C2N(C=CN=C2)C1)C(C(F)(F)F)C1=CC=C(C=C1)C N-methyl-N-(2,2,2-trifluoro-1-(p-tolyl)ethyl)imidazo[1,2-a]pyrazine-2-sulfonamide